C(C)(C)(C)OC(=O)N1[C@@H](CCC1)C(C1C(N(CC1)C(=O)OC(C)(C)C)=O)O tert-butyl 3-(((S)-1-(tert-butoxycarbonyl)pyrrolidin-2-yl)(hydroxy)methyl)-2-oxopyrrolidine-1-carboxylate